1-(tert-butyl)-N-((5-(5-fluoro-7-(((3S,4R)-3-fluoro-1-methylpiperidin-4-yl)amino)-3-(2,2,2-trifluoroethyl)-2H-indazol-2-yl)-1,3,4-thiadiazol-2-yl)methyl)-1H-pyrazole-4-carboxamide C(C)(C)(C)N1N=CC(=C1)C(=O)NCC=1SC(=NN1)N1N=C2C(=CC(=CC2=C1CC(F)(F)F)F)N[C@H]1[C@H](CN(CC1)C)F